N-(5-(1-Cyclopentyl-7'-fluoro-3'-methyl-2'-oxo-2',3'-dihydrospiro[azetidine-3,1'-pyrrolo[2,3-c]quinolin]-8'-yl)-2-(2-(isopropylamino)ethoxy)pyridin-3-yl)methanesulfonamide C1(CCCC1)N1CC2(C(N(C=3C=NC=4C=C(C(=CC4C32)C=3C=C(C(=NC3)OCCNC(C)C)NS(=O)(=O)C)F)C)=O)C1